O1C=CN=CC=C1O [1,4]oxazepine-7-ol